NC1CN(CCN1)C1=CC=CC=2OC(COC21)C 5-(3-aminopiperazin-1-yl)-2-methyl-2,3-dihydro-1,4-benzodioxine